FC=1C(=NC(=CC1)C1=CC=C2C=CNC2=C1F)C(=O)[O-] fluoro-6-(7-fluoro-1H-indol-6-yl)pyridine-2-carboxylate